[N+](=O)([O-])C=1C(=CC2=C(OCCN2)C1)C(=O)OC methyl 7-nitro-3,4-dihydro-2H-benzo[b][1,4]oxazine-6-carboxylate